C(C)OC(=O)C1=CC2=CC(=CC=C2C(=C1)C#N)CBr 7-(bromomethyl)-4-cyano-2-naphthoic acid ethyl ester